(S)-2-(2-(1H-benzo[d]imidazole-2-carboxamido)-3-cyclobutylpropionyl)-1-(3-amino-3-oxopropyl)hydrazine-1-carboxylic acid tert-butyl ester C(C)(C)(C)OC(=O)N(NC([C@H](CC1CCC1)NC(=O)C1=NC2=C(N1)C=CC=C2)=O)CCC(=O)N